CN1N=NC2=C1C=CC(=C2C)[C@H](CC(=O)O)C=2C=C(C1=C(C=CS1)C2)CN2S(C1=C(O[C@@H](C2)CC)N=C(C=C1)OCC)(=O)=O (3R)-3-(1,4-Dimethyl-1H-benzotriazol-5-yl)-3-(7-{[(4R)-7-ethoxy-4-ethyl-1,1-dioxido-3,4-dihydro-2H-pyrido[2,3-b][1,4,5]oxathiazepin-2-yl]methyl}-1-benzothiophen-5-yl)propanoic acid